3-(3,4-dichlorophenyl)-N,N-dimethyl-2-((4-(trifluoromethoxy)phenyl)sulfonamido)propenamide ClC=1C=C(C=CC1Cl)C=C(C(=O)N(C)C)NS(=O)(=O)C1=CC=C(C=C1)OC(F)(F)F